benzyl 7-oxo-5,8-diazaspiro[3.5]nonane-5-carboxylate O=C1CN(C2(CCC2)CN1)C(=O)OCC1=CC=CC=C1